N-(4-(4-amino-7-(1-methyl-1H-pyrazol-3-yl)pyrrolo[2,1-f][1,2,4]triazin-5-yl)-2-methoxyphenyl)-N,3-dimethyl-1,2,4-oxadiazol-5-amine NC1=NC=NN2C1=C(C=C2C2=NN(C=C2)C)C2=CC(=C(C=C2)N(C2=NC(=NO2)C)C)OC